CC1=CC=C(C=C1)S(=O)(=O)O.CC1=CC=C(C=C1)S(=O)(=O)O.C(C1=CC=CC=C1)OC([C@@H](N)CCCCN)=O L-lysine benzyl ester di-4-toluensulfonate salt